1-(4-(2,2-Difluoro-1,1-dioxido-3-oxo-2,3-dihydrobenzo[b]thiophen-7-yl)benzyl)-3-(2-ethynylthiazol-4-yl)urea FC1(C(C2=C(S1(=O)=O)C(=CC=C2)C2=CC=C(CNC(=O)NC=1N=C(SC1)C#C)C=C2)=O)F